N-(2-Fluoroethyl)-1-methyl-6-(trifluoromethyl)-1,2-dihydro-3H-benzo[e]indole-3-carboximidamide FCCNC(=N)N1CC(C=2C3=C(C=CC12)C(=CC=C3)C(F)(F)F)C